tripropyleneglycol CC(COC(C)COC(C)CO)O